2-amino-7-butyl-9-((2r,3r,5s)-3-hydroxy-5-(hydroxymethyl)tetrahydrofuran-2-yl)-7,9-dihydro-1H-purine-6,8-dione NC=1NC(C=2N(C(N(C2N1)[C@@H]1O[C@@H](C[C@H]1O)CO)=O)CCCC)=O